CN(CCSC1=CC(=C(C=C1[N+](=O)[O-])NC1=NC=CC(=N1)C1=CN(C2=CC=CC=C12)C)OC)C N-(4-((2-(dimethylamino)ethyl)thio)-2-methoxy-5-nitrophenyl)-4-(1-methyl-1H-indol-3-yl)pyrimidin-2-amine